N4-(p-Tolyl)-N7-(3-methoxyphenyl)chinolin-4,7-diamin C1(=CC=C(C=C1)NC1=CC=NC2=CC(=CC=C12)NC1=CC(=CC=C1)OC)C